OC1=C(C(=O)O)C=C(C=C1)N(S(=O)(=O)C1=CC=C(C=C1)C1=CC=CC=C1)CC(C)C 2-hydroxy-5-(N-isobutyl-[1,1'-biphenyl]-4-ylsulfonamido)benzoic acid